4-[5-(Difluoro-methoxy-thiazol-2-ylmethyl)-2-fluoro-phenyl]-7-morpholin-4-yl-quinazoline FC1=C(N=C(S1)C(C=1C=CC(=C(C1)C1=NC=NC2=CC(=CC=C12)N1CCOCC1)F)OC)F